CC(C)CCCC(CCCC(CCCC)C)C 2,6,10-trimethyltetradecane